1-(5-((3-fluorophenyl)ethynyl)-2,3-dihydro-1H-inden-1-yl)pyrrolidine-3-carboxylic acid methyl ester COC(=O)C1CN(CC1)C1CCC2=CC(=CC=C12)C#CC1=CC(=CC=C1)F